1-methyl-3-(1,1,3,3-tetramethylbutyl)imidazolium 2-ethylhexanoate C(C)C(C(=O)[O-])CCCC.CN1C=[N+](C=C1)C(CC(C)(C)C)(C)C